C(CCC)OC1=NN2C(C(=N1)N)=NC=C2CC2=CC(=C(C=C2)F)OCCCN(C)C butoxy-7-(3-(3-(dimethylamino)propoxy)-4-fluorobenzyl)imidazo[2,1-f][1,2,4]triazin-4-amine